4-chloro-1H-pyrrolo[2,3-b]Pyridine-3-carboxamide ClC1=C2C(=NC=C1)NC=C2C(=O)N